C(C)OC(=C)C=1C=C(C(=NC1)COC(=S)SC)F ((5-(1-ethoxyvinyl)-3-fluoropyridin-2-yl)methoxy)(methylthio)methanethione